di(4-fluorobenzyl)Tin FC1=CC=C(C[Sn]CC2=CC=C(C=C2)F)C=C1